7-Bromo-4-methyl-4-pyridin-2-yl-4,5-dihydroimidazo[1,5,4-de][1,4]benzoxazin-2(1H)-one BrC1=CC=C2C=3N(C(COC31)(C3=NC=CC=C3)C)C(N2)=O